rac-(R)-6-(3-Bromo-1-(3-chloropyridin-2-yl)-1H-pyrazol-5-carboxamido)-5-methyl-N-((tetrahydrofuran-2-yl)methyl)pyrazolo[1,5-a]pyridin-7-carboxamid BrC1=NN(C(=C1)C(=O)NC=1C(=CC=2N(C1C(=O)NC[C@@H]1OCCC1)N=CC2)C)C2=NC=CC=C2Cl |r|